5-((tert-butoxycarbonyl)amino)-4-hydroxy-2-(p-tolylthio)tetrahydro-2H-pyran-2-carboxylate C(C)(C)(C)OC(=O)NC1C(CC(OC1)(C(=O)[O-])SC1=CC=C(C=C1)C)O